S1C(=NC=C1)C1=CC=C(ON2N=NC(=C2)C(=O)O)C=C1 (4-(thiazol-2-yl)phenoxy)-1H-1,2,3-triazole-4-carboxylic acid